C(#N)[C@@H]1C[C@@]2(CN1)C(NC1=CC=CC=C12)=O (3r,5'S)-5'-cyano-2-oxospiro[indoline-3,3'-pyrrolidine]